C(C)OC(C)N1C(OCC1)=O N-(1-ethoxyethyl)-oxazolidinone